CC12CC(OC2(CC1)C(F)(F)F)C(=O)N 5-methyl-1-trifluoromethyl-2-oxabicyclo[3.2.0]heptane-3-carboxamide